CN1CC(OCC1)COC=1C(=NNC1NC(C=CC1=CC(=C(C(=C1)F)F)F)=O)C1=CN=NC=C1 N-(4-((4-Methylmorpholin-2-yl)methoxy)-3-(pyridazin-4-yl)-1H-pyrazol-5-yl)-3-(3,4,5-trifluorophenyl)propenamide